3-PROPOXYBENZALDEHYDE C(CC)OC=1C=C(C=O)C=CC1